ClC=1C=C(C=C(C1OC=1C=C2CCN(C(C2=CC1)=O)CC1=CC(=CC=C1)OC(F)(F)F)Cl)N1N=CC(NC1=O)=O 2-(3,5-dichloro-4-((1-oxo-2-(3-(trifluoromethoxy)benzyl)-1,2,3,4-tetrahydroisoquinolin-6-yl)oxy)phenyl)-1,2,4-triazine-3,5(2H,4H)-dione